4-(1-((endo)-2-azabicyclo[2.1.1]hexan-5-yl)-8-chloro-4-(3-(dimethylamino)azetidin-1-yl)-6-fluoro-1H-imidazo[4,5-c]quinolin-7-yl)-6-chloronaphthalen C12NCC(C1N1C=NC=3C(=NC=4C(=C(C(=CC4C31)Cl)C3=CC=CC1=CC=C(C=C31)Cl)F)N3CC(C3)N(C)C)C2